C(#N)C1=CC(=C(C=C1)C1OC2=C(C=CC=C2C(=C1)F)C1CCN(CC1)CC1=NC2=C(N1C[C@H]1OCC1)C=C(C=C2)C(=O)O)OC([2H])([2H])[2H] 2-((4-(2-(4-cyano-2-(methoxy-d3)phenyl)-4-fluoro-2H-chromene-8-yl)piperidin-1-yl)methyl)-1-(((S)-oxetan-2-yl)methyl)-1H-benzo[d]imidazole-6-carboxylic acid